N1C=CC=2C1=NC=CC2C(C)OC=2C=C1C(=NNC1=CC2)C=2C=CC(=NC2)N2CC1(C2)CCN(CC1)CC1CC1 2-(5-(5-(1-(1H-pyrrolo[2,3-b]pyridin-4-yl)ethoxy)-1H-indazol-3-yl)pyridin-2-yl)-7-(cyclopropylmethyl)-2,7-diazaspiro[3.5]nonane